Methyl 3-(3-(3-methoxy-4-(2-methoxyethoxy)phenoxy)azetidin-1-yl)-2-(1H-pyrrol-1-yl)benzoate COC=1C=C(OC2CN(C2)C=2C(=C(C(=O)OC)C=CC2)N2C=CC=C2)C=CC1OCCOC